methyl 8-(pyrazin-2-yl)-2,3-dihydrobenzo[b][1,4]dioxine-5-carboxylate N1=C(C=NC=C1)C1=CC=C(C2=C1OCCO2)C(=O)OC